nitrobenzyl-guanine [N+](=O)([O-])N(C=1NC(C=2NC=NC2N1)=O)CC1=CC=CC=C1